holmium trisulfide [S-2].[S-2].[S-2].[Ho+3].[Ho+3]